C(C1=CC=CC=C1)N(C)CC1=C(C=CC(=C1)[N+](=O)[O-])O 2-((Benzyl-(methyl)amino)methyl)-4-nitrophenol